BrC1=NNC(=N1)N(CCO)C1=C(C=CC=C1F)F 2-((3-bromo-1H-1,2,4-triazol-5-yl)(2,6-difluorophenyl)amino)ethanol